(3-((Benzyloxy)methyl)-4-ethyl-5-oxo-4,5-dihydro-1H-1,2,4-triazol-1-yl)-3-fluoro-6-(2-methoxyphenyl)-1,6-naphthyridin-5(6H)-one C(C1=CC=CC=C1)OCC1=NN(C(N1CC)=O)C1=NC=2C=CN(C(C2C=C1F)=O)C1=C(C=CC=C1)OC